2,6-dichloro-N-[2-(1-cyclopropyl-1H-1,2,3-triazol-4-yl)-8-methyl-1,2,3,4-tetrahydropyrido[1,2-b]indazol-2-yl]-4-(3-methyl-1H-1,2,4-triazol-1-yl)benzamide ClC1=C(C(=O)NC2(CC3=C4N(N=C3CC2)C=C(C=C4)C)C=4N=NN(C4)C4CC4)C(=CC(=C1)N1N=C(N=C1)C)Cl